2-propargyl-phenyl-propane C(C#C)C1=C(C=CC=C1)CCC